5-[Iodo-2-isopropyl-4-(pyrazin-2-ylmethoxy)-phenoxy]-pyrimidine-2,4-diamine IC=1C(=C(OC=2C(=NC(=NC2)N)N)C=CC1OCC1=NC=CN=C1)C(C)C